C(C)(C)(C)OC(=O)N1[C@H]([C@]2(COC(N2)=O)CCC1)CC=1C=C(C=CC1)C1=CC=CC=C1 (5S,6S)-6-({[1,1'-Biphenyl]-3-yl}methyl)-2-oxo-3-oxa-1,7-diazaspiro[4.5]decane-7-carboxylic acid tert-butyl ester